COC1=CC=CC2=C1N=C1N2CCN(C1)CC=CCOC1=CC=C2CCC(NC2=C1)=O 7-((4-(9-methoxy-3,4-dihydrobenzo[4,5]imidazo[1,2-a]pyrazin-2(1H)-yl)but-2-en-1-yl)oxy)-3,4-dihydroquinolin-2(1H)-one